CN(CCOC1=CC=C(C=C1)C1=NC=CC2=C1N=C(N=C2N)NC2=CC=C(C=C2)N2CCOCC2)C 8-(4-(2-(dimethylamino)ethoxy)phenyl)-N2-(4-morpholinylphenyl)pyrido[3,4-d]pyrimidine-2,4-diamine